2-[5-[[5-chloro-4-(3-phenylphenyl)pyrimidin-2-yl]amino]-3-pyridyl]-8-methyl-2,8-diazaspiro[4.5]decan-1-one ClC=1C(=NC(=NC1)NC=1C=C(C=NC1)N1C(C2(CC1)CCN(CC2)C)=O)C2=CC(=CC=C2)C2=CC=CC=C2